6-bromo-N-[(1R,3S)-3-{[2-(trifluoromethyl)quinolin-4-yl]amino}cyclohexyl]imidazo[1,2-a]pyridine-3-carboxamide BrC=1C=CC=2N(C1)C(=CN2)C(=O)N[C@H]2C[C@H](CCC2)NC2=CC(=NC1=CC=CC=C21)C(F)(F)F